C1(=CC=CC2=CC=CC=C12)C(=O)N1CCN(CC1)C([C@H](CCCCN)NC(OC(C)(C)C)=O)=O (S)-tert-Butyl (1-(4-(1-naphthoyl)piperazin-1-yl)-6-amino-1-oxohexan-2-yl)carbamate